CS(=O)(=O)CCCS(=O)(=O)C1=CC=C(C=C1)O 4-(3-methanesulfonyl-propanesulfonyl)phenol